S(=O)(=O)([O-])S(=O)(=O)[O-] metabisulfate